tert-butyl 4-bromo-2-oxo-benzo[cd]indole-1-carboxylate BrC=1C=C2C3=C(C(N(C3=CC=C2)C(=O)OC(C)(C)C)=O)C1